phenyl-D-alaninamide hydrochloride Cl.C1(=CC=CC=C1)N[C@H](C)C(=O)N